1-(2-chloro-4-((6-methoxy-7-(3-(pyrrolidin-1-yl)propoxy)quinazolin-4-yl)oxy)phenyl)-3-(2-phenoxyphenyl)urea ClC1=C(C=CC(=C1)OC1=NC=NC2=CC(=C(C=C12)OC)OCCCN1CCCC1)NC(=O)NC1=C(C=CC=C1)OC1=CC=CC=C1